[AsH]([O-])([O-])=O ARSONATE